ClC=1C2=CN(N=C2C(=C(C1)C1=CC=C(C=C1)OC1CCN(CC1)C(CCO)C)Cl)C(C(=O)NC=1SC=CN1)C1=C2N(C=N1)C[C@@H](C2)F |r| 2-[4,7-dichloro-6-[4-[[1-(3-hydroxy-1-methyl-propyl)-4-piperidinyl]oxy]phenyl]indazol-2-yl]-2-[rac-(6R)-6-fluoro-6,7-dihydro-5H-pyrrolo[1,2-c]imidazol-1-yl]-N-thiazol-2-yl-acetamide